1-((3aR,7aR)-1-(6-(2-hydroxy-4-(trifluoromethyl)phenyl)-5-methyl-1,2,4-triazin-3-yl)octahydro-6H-pyrrolo[2,3-c]pyridin-6-yl)ethan-1-one OC1=C(C=CC(=C1)C(F)(F)F)C1=C(N=C(N=N1)N1CC[C@H]2[C@@H]1CN(CC2)C(C)=O)C